acryl-hydroxyethyl acrylate C(C=C)(=O)OCC(O)C(=O)C=C